(4-(3,4-difluoro-2-(trifluoromethyl)phenyl)piperidin-1-yl)(5-(pyrrolidine-1-carbonyl)-1,4,5,6-tetrahydropyrrolo[3,4-c]pyrazol-3-yl)methanone FC=1C(=C(C=CC1F)C1CCN(CC1)C(=O)C=1C2=C(NN1)CN(C2)C(=O)N2CCCC2)C(F)(F)F